methyl (7S)-2-(2-(2H-1,2,3-triazol-2-yl)ethyl)-3-(1,1-dioxidotetrahydro-2H-thiopyran-3-yl)-7-methyl-3,7,8,9-tetrahydro-6H-imidazo[4,5-f]quinoline-6-carboxylate N=1N(N=CC1)CCC=1N(C=2C(=C3CC[C@@H](N(C3=CC2)C(=O)OC)C)N1)C1CS(CCC1)(=O)=O